tert-butyl 8-[2-[(1E)-3-[2-(oxan-2-yloxy)ethoxy]prop-1-en-1-yl]pyridin-4-yl]-3,8-diazabicyclo[3.2.1]octane-3-carboxylate O1C(CCCC1)OCCOC/C=C/C1=NC=CC(=C1)N1C2CN(CC1CC2)C(=O)OC(C)(C)C